C(C1=CC=CC=C1)OC(=O)N[C@@H](C(=O)OC)CNC(C1=CC(=CC(=C1)F)C1=C(C=NN1CCC)Cl)=O (R)-methyl 2-(((benzyloxy)carbonyl)amino)-3-(3-(4-chloro-1-propyl-1H-pyrazol-5-yl)-5-fluorobenzamido)propanoate